1-(4-((6s,7s)-7-(6-amino-4-methyl-3-(trifluoromethyl)pyridin-2-yl)-6-methyl-5,6,7,8-tetrahydroquinazolin-4-yl)piperazin-1-yl)prop-2-en-1-one NC1=CC(=C(C(=N1)[C@@H]1[C@H](CC=2C(=NC=NC2C1)N1CCN(CC1)C(C=C)=O)C)C(F)(F)F)C